methyl 6-bromo-5-(1,4-dioxa-8-azaspiro[4.5]decan-8-yl)picolinate BrC1=C(C=CC(=N1)C(=O)OC)N1CCC2(OCCO2)CC1